(S)-6-(propyl(2-(thiophen-2-yl)ethyl)amino)-5,6,7,8-tetrahydronaphthalen-1-yl(12-(propylamino)-12-Oxolauroyl)glycinate C(CC)N([C@@H]1CC=2C=CC=C(C2CC1)N(CC(=O)[O-])C(CCCCCCCCCCC(=O)NCCC)=O)CCC=1SC=CC1